C[C@@H]1NC2=CC=C3C(=C2CC1)N=C(N3CCNCC(N3CCCC3)=O)CCN3C(C=CC=C3)=O (7S)-7-Methyl-2-[2-(2-oxo-1,2-dihydropyridin-1-yl)ethyl]-3-(2-{[2-oxo-2-(pyrrolidin-1-yl)ethyl]amino}ethyl)-3H,6H,7H,8H,9H-imidazo[4,5-f]chinolin